2-(3-hydroxy-2-oxo-1,2-dihydropyridin-4-yl)-3-(4-((4-(morpholinomethyl)phenyl)ethynyl)phenyl)propanenitrile OC=1C(NC=CC1C(C#N)CC1=CC=C(C=C1)C#CC1=CC=C(C=C1)CN1CCOCC1)=O